((((9H-fluoren-9-yl)methoxy)carbonyl)amino)-6-hydroxycaproic acid C1=CC=CC=2C3=CC=CC=C3C(C12)COC(=O)NC(C(=O)O)CCCCO